4-methylbenzenesulfonic acid [oxetan-3-yl]Methyl ester O1CC(C1)COS(=O)(=O)C1=CC=C(C=C1)C